4-(3-boronopropyl)-4-methyl-2-azabicyclo[3.1.0]hexane-3-carboxylic acid B(O)(O)CCCC1(C(NC2CC12)C(=O)O)C